FC(C1=CC=C(C=C1)S(=O)(=O)N1CC2(C1)CN(C2)C(=O)OC(C)(C)C)(F)F Tert-Butyl 2-[4-(trifluoromethyl)phenyl]sulfonyl-2,6-diazaspiro[3.3]heptane-6-carboxylate